(2R)-2-(3-Cyclohexyl-1,2,4-oxadiazol-5-yl)-1,1-difluoro-6-azaspiro[2.5]octan-6-sulfonamid C1(CCCCC1)C1=NOC(=N1)[C@@H]1C(C12CCN(CC2)S(=O)(=O)N)(F)F